5-[(7-Chloro-3-methyl-3H-imidazo[4,5-b]pyridin-5-yl)-methyl-amino]-4-methylpyridine-2-carbonitrile ClC1=C2C(=NC(=C1)N(C=1C(=CC(=NC1)C#N)C)C)N(C=N2)C